ClC=1C=C(C=CC1F)C(OCC1=CC(=NS1)C)C=1NC(=C(N1)C)S(=O)(=O)C 5-[[(3-chloro-4-fluorophenyl)-(4-methyl-5-methylsulfonyl-1H-imidazol-2-yl)methoxy]methyl]-3-methyl-1,2-thiazole